ethylimino-tris(dimethylamino)phosphorane C(C)N=P(N(C)C)(N(C)C)N(C)C